ClC=1N=C(C2=C(N1)N(C(C2(C)C)=O)C=2C=C1C=NN(C1=CC2)C(C)C)Cl 2,4-dichloro-7-(1-isopropyl-1H-indazol-5-yl)-5,5-dimethyl-5,7-dihydro-6H-pyrrolo[2,3-d]pyrimidin-6-one